methyl 2-(5-((2,6-dichlorophenyl)ethynyl)-2,3-dihydro-1H-inden-1-yl)-2-azaspiro[3.3]heptane-6-carboxylate ClC1=C(C(=CC=C1)Cl)C#CC=1C=C2CCC(C2=CC1)N1CC2(C1)CC(C2)C(=O)OC